2-(6-Chloro-benzothiazol-2-ylamino)-1-methyl-1H-benzoimidazole-5-carboxylic acid (4-trans-dimethylcarbamoyl-cyclohexyl)-amide CN(C(=O)C1(CCCCC1)NC(=O)C1=CC2=C(N(C(=N2)NC=2SC3=C(N2)C=CC(=C3)Cl)C)C=C1)C